FC(C(C(C(C(F)(F)[SiH](O[Si](C)(C)C)CCC)(F)F)(F)F)(F)F)CC(F)(F)F dodecafluoroheptylpropyltrimethylsilaneOxysilane